N-[2-[(4-chlorophenyl)ethynyl]phenyl]-4-methylbenzenesulfonamide ClC1=CC=C(C=C1)C#CC1=C(C=CC=C1)NS(=O)(=O)C1=CC=C(C=C1)C